COC1(OCCOC1)C1=CC=CC=C1 methoxyphenyl-dioxane